C(CCCCCCCCCCC)(=O)O.C(CCCCCCCCCCC)(=O)O.OCC(O)CO.OCC(O)CO.OCC(O)CO triglycerol didodecanoate